(R)-(4-chloro-2-(2-methoxy-7-methylquinoxalin-5-yl)-7,8-dihydro-[1,4]dioxino[2',3':3,4]benzo[1,2-d]thiazol-7-yl)methyl (2-oxo-2,3-dihydrobenzo[d]oxazol-6-yl)carbamate O=C1OC2=C(N1)C=CC(=C2)NC(OC[C@@H]2OC1=C(C3=C(N=C(S3)C3=C4N=CC(=NC4=CC(=C3)C)OC)C(=C1)Cl)OC2)=O